2-(6-{[(6-Fluorochinolin-2-yl)methyl]amino}-3-azabicyclo[3.1.0]hex-3-yl)-N-hydroxypyrimidin-5-carboxamid FC=1C=C2C=CC(=NC2=CC1)CNC1C2CN(CC12)C1=NC=C(C=N1)C(=O)NO